selenium hexadecene C=CCCCCCCCCCCCCCC.[Se]